N-(6-amino-5-ethylpyridin-3-yl)-2-((5S)-2-(5-fluoro-4-methyl-3-oxo-3,4-dihydrospiro[benzo[b][1,4]oxazine-2,1'-cyclopropan]-7-yl)-5-methylpiperidin-1-yl)-2-oxoacetamide NC1=C(C=C(C=N1)NC(C(=O)N1C(CC[C@@H](C1)C)C=1C=C(C2=C(OC3(CC3)C(N2C)=O)C1)F)=O)CC